amino-2-methylphenyl-boronic acid NC=1C(=C(C=CC1)B(O)O)C